N-(4-((4-(1-isopropyl-1H-pyrazol-4-yl)-5-methylpyrimidin-2-yl)amino)benzyl)-3-chloropropionamide C(C)(C)N1N=CC(=C1)C1=NC(=NC=C1C)NC1=CC=C(CNC(CCCl)=O)C=C1